4-bromophenyl methoxy-valyl phosphate P(=O)(OC1=CC=C(C=C1)Br)(OC([C@@H](NOC)C(C)C)=O)[O-]